3-(3-hydroxy-3-methylbutyl)-1-methyl-benzimidazol-2-one OC(CCN1C(N(C2=C1C=CC=C2)C)=O)(C)C